(E)-morpholino-methanone O1CCN(CC1)C=O